(-)-N-{[4-(trifluoromethoxy)phenyl]carbamoyl}-D-isovaline FC(OC1=CC=C(C=C1)NC(=O)N[C@](C)(CC)C(=O)O)(F)F